BrC(C1=NC(=NC(=N1)C(Br)(Br)Br)C(Br)(Br)Br)(Br)Br 2,4,6-tris(tribromomethyl)s-triazine